[Si](C)(C)(C(C)(C)C)OCC1(CCC1)C(N)=N 1-(((tert-butyldimethylsilyl)oxy)methyl)cyclobutane-1-carboximidamide